1,1,1,3,3,3-hexakis(cyclohexyl(methyl)amino)-1λ5,3λ5-diphosphazenium C1(CCCCC1)N(P(=[NH+]P(N(C)C1CCCCC1)(N(C)C1CCCCC1)N(C)C1CCCCC1)(N(C)C1CCCCC1)N(C)C1CCCCC1)C